N1=C(C=CC=C1)[Ni](Br)Br pyridylnickel dibromide